CC(C(=O)OCC1CC2CCC1C2)=C 6-bicyclo[2.2.1]heptanylmethyl 2-methylpropan-2-enoate